FC=1C=CC(=C(C1)[C@@H]1OCC2=CC(=CC=C2[C@@H]1C1=CC=C(C=C1)N1CCC(CC1)CN1CCN(CC1)C=1C=C2CN(C(C2=CC1)=O)[C@@H]1C(NC(CC1)=O)=O)O)C (S)-3-(5-(4-((1-(4-((3R,4S)-3-(5-fluoro-2-methylphenyl)-7-hydroxyisochroman-4-yl)phenyl)piperidin-4-yl)methyl)piperazin-1-yl)-1-oxoisoindolin-2-yl)piperidine-2,6-dione